6'-bromo-1',4'-dihydro-2'H-spiro[cyclopropane-1,3'-quinolin]-2'-one BrC=1C=C2CC3(C(NC2=CC1)=O)CC3